FC(CN1N=CC=2C1=NC(=CN2)N2CC1(CC(C1)OC1=NC=CC=C1C(F)(F)F)CCC2)F 6-[1-(2,2-difluoroethyl)-1H-pyrazolo[3,4-b]pyrazin-6-yl]-2-{[3-(trifluoromethyl)pyridin-2-yl]oxy}-6-azaspiro[3.5]nonane